Cyano-N-iso-pentyl-4-(4-methylpiperazin-1-yl)-1H-benzo[d]imidazole-1-carboxamide C(#N)C1=NC2=C(N1C(=O)NCCC(C)C)C=CC=C2N2CCN(CC2)C